[1-[4-[methyl(tetrahydropyran-4-yl)amino]-5-oxido-6,7-dihydro-thieno[3,2-d]pyrimidin-5-ium-2-yl]azetidin-3-yl] 3-methoxypropanoate COCCC(=O)OC1CN(C1)C=1N=C(C2=C(N1)CC[S+]2[O-])N(C2CCOCC2)C